FC(C(=O)O)(F)F.FC1=C(COC2C(NC2)C)C(=CC=C1)C(F)(F)F 3-((2-fluoro-6-(trifluoromethyl)benzyl)oxy)-2-methylazetidine trifluoroacetate